C(C)(C)(C)OC(=O)N[C@H](C[C@H](C(=O)OC)F)C methyl (2R,4S)-4-(tert-butoxycarbonylamino)-2-fluoro-pentanoate